4-((3-((4-(sec-butyl)phenyl)carbamoyl)-1H-pyrrol-1-yl)sulfonyl)-1-methyl-1H-pyrrole-2-carboxylic acid C(C)(CC)C1=CC=C(C=C1)NC(=O)C1=CN(C=C1)S(=O)(=O)C=1C=C(N(C1)C)C(=O)O